FC1=CC(=C(C=C1)C=1C=C2C(=NC1)NC(N2CC2=C(C#N)C=CC=C2)=O)OC 2-[[6-(4-fluoro-2-methoxy-phenyl)-2-oxo-3H-imidazo[4,5-b]pyridin-1-yl]methyl]benzonitrile